Phenethyl 8-amino-6-chloroimidazo[1,2-a]pyrazine-3-carboxylate NC=1C=2N(C=C(N1)Cl)C(=CN2)C(=O)OCCC2=CC=CC=C2